5-(chloromethyl)-2-(trifluoromethyl)pyridine ClCC=1C=CC(=NC1)C(F)(F)F